(3-chloro-4-methylphenyl)-2,2-difluoroethan-1-one ClC=1C=C(C=CC1C)C(C(F)F)=O